methoxy-[1,1'-biphenyl]-2-carboxylic acid methyl ester COC(=O)C=1C(=CC=CC1OC)C1=CC=CC=C1